1-(2-iodophenoxy)propan-2-amine IC1=C(OCC(C)N)C=CC=C1